(S)-N-((S)-4,4-difluoro-1-(2-fluoro-2-methylpropyl)pyrrolidin-3-yl)-4-(5-(5-fluoro-2-methoxypyridin-4-yl)-1H-pyrazole-3-carbonyl)-4-azaspiro[2.5]octane-7-carboxamide FC1([C@H](CN(C1)CC(C)(C)F)NC(=O)[C@H]1CCN(C2(CC2)C1)C(=O)C1=NNC(=C1)C1=CC(=NC=C1F)OC)F